(6S,7S)-6-((2-fluoro-[1,1'-biphenyl]-3-yl)methyl)-N-(2-fluoroethyl)-N-methyl-7-(methyl-sulfonamido)-5-azaspiro[2.4]heptane-5-carboxamide FC1=C(C=CC=C1C[C@@H]1N(CC2(CC2)[C@@H]1NS(=O)(=O)C)C(=O)N(C)CCF)C1=CC=CC=C1